C(C(O)C)(=O)OCCCCCCCCCCCCCCCCCCCCCC docosanyl lactate